(4-((dimethylamino)methyl)-3-fluorophenyl)boronic acid CN(C)CC1=C(C=C(C=C1)B(O)O)F